NC[C@@H](C)N1N=C2C(CN([C@@H](C2)C)C(C2=CC(=C(C=C2)Cl)C(F)(F)F)=O)=C1C(=O)OCC ethyl (R)-2-((R)-1-aminopropan-2-yl)-5-(4-chloro-3-(trifluoromethyl)benzoyl)-6-methyl-4,5,6,7-tetrahydro-2H-pyrazolo[4,3-c]pyridine-3-carboxylate